CN1C(=NNC1=O)CC#N 2-(4-methyl-5-oxo-4,5-dihydro-1H-1,2,4-triazol-3-yl)acetonitrile